BrC(C(=O)NC=1SC(=CN1)OC1=CC(=CC(=C1)F)F)C 2-bromo-N-(5-(3,5-difluorophenoxy)thiazol-2-yl)propanamide